C1C(CC12OCCO2)N2N=CC(=C2)C2=NC1=C(C(=CC=C1N=C2)OC=2C=CC1=C(N(C(=N1)C)COCC[Si](C)(C)C)C2F)Cl 2-(1-(5,8-Dioxaspiro[3.4]octan-2-yl)-1H-pyrazol-4-yl)-8-chloro-7-((7-fluoro-2-methyl-1-((2-(trimethylsilyl)ethoxy)methyl)-1H-benzo[d]imidazol-6-yl)oxy)quinoxaline